3-bromo-5-(3,5-difluorophenyl)-1-((2-(trimethylsilyl)ethoxy)methyl)-1H-indazole BrC1=NN(C2=CC=C(C=C12)C1=CC(=CC(=C1)F)F)COCC[Si](C)(C)C